pyrrolo[1,2-a]quinoxalin-4-amine C1=CC=C2N1C1=CC=CC=C1N=C2N